The molecule is a branched amino tetrasaccharide comprising beta-D-galactose at the reducing end having a beta-D-galactosyl-(1->4)-[alpha-L-fucosyl-(1->3)]-N-acetyl-beta-D-glucosaminyl moiety attached at the 3-position. It has a role as an antigen. C[C@H]1[C@H]([C@H]([C@@H]([C@@H](O1)O[C@@H]2[C@H]([C@@H](O[C@@H]([C@H]2O[C@H]3[C@@H]([C@H]([C@H]([C@H](O3)CO)O)O)O)CO)O[C@H]4[C@H]([C@H](O[C@H]([C@@H]4O)O)CO)O)NC(=O)C)O)O)O